methyl 4-[1-cyclopropyl-4-(trifluoromethyl)imidazol-2-yl]benzoate C1(CC1)N1C(=NC(=C1)C(F)(F)F)C1=CC=C(C(=O)OC)C=C1